FC(C=1C=C(C=CC1)[C@@H](C)NC=1C2=C(N=C(N1)C)C=NC(=C2)N2C[C@@H](CC2)NC(C)=O)F N-{(3R)-1-[4-({(1R)-1-[3-(difluoromethyl)phenyl]ethyl}amino)-2-methylpyrido[3,4-d]pyrimidin-6-yl]pyrrolidin-3-yl}acetamide